3-(difluoromethoxy)-5-[(3'R)-6,7-dihydrospiro[pyrazolo[5,1-c][1,4]oxazine-4,3'-pyrrolidin]-2-yl]pyridin-2-amine hydrogen chloride Cl.FC(OC=1C(=NC=C(C1)C1=NN2C(=C1)[C@@]1(CNCC1)OCC2)N)F